BrC(C(=O)OCC)CCCCCCCCCCCCCCCC ethyl α-bromostearate